magnesium hydroxide compound with water O.[OH-].[Mg+2].[OH-]